1-(2-Methyl-5-((4-((4-methylpiperazin-1-yl)methyl)phenyl)ethynyl)phenyl)thiourea CC1=C(C=C(C=C1)C#CC1=CC=C(C=C1)CN1CCN(CC1)C)NC(=S)N